FC1(CCC(CC1)N1CCN(CC1)C1=CC=C2C(=N1)C(=CN2)NC(NC2=CC=C(C=C2)C(F)(F)F)=O)F 3-{5-[4-(4,4-difluorocyclohexyl)piperazin-1-yl]-1H-pyrrolo[3,2-b]pyridin-3-yl}-1-[4-(trifluoromethyl)phenyl]urea